2-(2-ethoxypyridin-4-yl)-N4-isopropyl-6-phenyl-1,3,5-triazine-2,4-diamine C(C)OC1=NC=CC(=C1)C1(NC(=NC(=N1)NC(C)C)C1=CC=CC=C1)N